C1(CC1)CN(C=1C(=CC2=C(OCO2)C1)SC=1NC2=C(C(=NC=C2)N(CC2=CC=C(C=C2)OC)CC2=CC=C(C=C2)OC)N1)C 2-[[6-[cyclopropylmethyl(methyl)amino]-1,3-benzodioxol-5-yl]sulfanyl]-N,N-bis[(4-methoxyphenyl)methyl]-1H-imidazo[4,5-c]pyridin-4-amine